COC=1C2=C(N=CN1)C=CN2C=2C=C1C(=NC2)N=C(N1CC1=NC(=CC=C1)C(F)(F)F)C 6-(4-methoxy-5H-pyrrolo[3,2-d]pyrimidin-5-yl)-2-methyl-1-((6-(trifluoromethyl)pyridin-2-yl)methyl)-1H-imidazo[4,5-b]pyridine